CN(C1=CC(=C(C=C1)S(=O)(=O)N1CCC(CC1)(C(=O)O)F)C1=CC(=CC=C1)OC)C 1-[4-(dimethylamino)-2-(3-methoxyphenyl)phenyl]sulfonyl-4-fluoro-piperidine-4-carboxylic acid